2-benzyl-4-(4-bromobenzyl)-6-phenyl-1,2,4-triazine-3,5(2H,4H)-dione C(C1=CC=CC=C1)N1N=C(C(N(C1=O)CC1=CC=C(C=C1)Br)=O)C1=CC=CC=C1